sodium pyrophosphate sulfate S(=O)(=O)([O-])O.OP(O)(=O)OP(=O)(O)O.[Na+]